ClC1=CC(=C(OCC2=CC=CC(=N2)C2=CC(=C(C=3CCOC32)CC3=NC2=C(N3C[C@H]3OCC3)C=C(C=C2OC)C(=O)O)F)C=C1)F (S)-2-((7-(6-((4-chloro-2-fluorophenoxy)methyl)pyridin-2-yl)-5-fluoro-2,3-dihydrobenzofuran-4-yl)methyl)-4-methoxy-1-(oxetan-2-ylmethyl)-1H-benzo[d]imidazole-6-carboxylic acid